(4-((6,7-dimethoxyquinazolin-4-yl)oxy)phenyl)(imino)(trifluoromethyl)-λ6-sulfanone COC=1C=C2C(=NC=NC2=CC1OC)OC1=CC=C(C=C1)S(=O)(C(F)(F)F)=N